(E)-(2-((4-((5-bromothiophen-2-yl)methyl)-5-oxo-4,5-dihydro-1H-1,2,4-triazol-1-yl)methyl)-3-fluoroallyl)carbamic acid tert-butyl ester C(C)(C)(C)OC(NC/C(=C\F)/CN1N=CN(C1=O)CC=1SC(=CC1)Br)=O